C(C)(C)(C)OC(=O)N1[C@H]([C@H](CC1)O)C(=O)O (2R,3S)-1-tert-butoxycarbonyl-3-hydroxypyrrolidine-2-carboxylic acid